ClC1=C(C(=CC=C1Cl)O)[C@@H]1CC(N(C1)C=1C=NC=CC1)=O (S)-4-(2,3-dichloro-6-hydroxyphenyl)-1-(pyridin-3-yl)pyrrolidin-2-one